C1(CC1)C1=NN(C(=C1C(F)(F)F)C(=O)NC1=CC(=NC=C1)S(=O)(=N)C)CC12C(CC(C1)C2)(F)F 3-Cyclopropyl-1-((2,2-difluorobicyclo[2.1.1]hexan-1-yl)methyl)-N-(2-(S-methylsulfonimidoyl)pyridin-4-yl)-4-(trifluoromethyl)-1H-pyrazole-5-carboxamide